methyl 2,5-dichloro-6-methoxynicotinate ClC1=C(C(=O)OC)C=C(C(=N1)OC)Cl